N-(4-chloro-3-(2-(methylamino)-8,9-dihydroimidazo[1',2':1,6]pyrido[2,3-d]pyrimidin-6-yl)phenyl)-N-(4-fluorophenyl)cyclopropane-1,1-dicarboxamide ClC1=C(C=C(C=C1)N(C(=O)C1(CC1)C(=O)N)C1=CC=C(C=C1)F)C1=CC2=C(N=C(N=C2)NC)N2C1=NCC2